3-[2-[2-[2-[2-[tertbutyl(diphenyl)silyl]oxyethoxy]ethoxy]ethoxy]ethoxy]propanoic acid C(C)(C)(C)[Si](OCCOCCOCCOCCOCCC(=O)O)(C1=CC=CC=C1)C1=CC=CC=C1